ClC1=CC=C2C(=CC(=C(C2=C1)/N=C/N(C)C)I)I (E)-N'-(7-chloro-2,4-diiodonaphthalen-1-yl)-N,N-dimethylmethanimidamide